(R)-3-(4-fluorophenyl)piperidine FC1=CC=C(C=C1)[C@@H]1CNCCC1